N-(2-aminoethyl)-N-(2-hydroxyethyl)-β-alanine NCCN(CCC(=O)O)CCO